C(CCCCCCC\C=C/C\C=C/CCCCC)OC1=NC(=CC(=C1)COC(CCN(C)C)=O)OCCCCCCCC\C=C/C\C=C/CCCCC (2,6-bis((9Z,12Z)-octadeca-9,12-dien-1-yloxy)pyridin-4-yl)methyl-3-(dimethylamino)propanoate